NC1=C(C=C(O1)O)[N+](=O)[O-] 5-amino-4-nitrofuran-2-ol